CC1CCN(CC1)CC1=C(C=C(C=C1)[N+](=O)[O-])C(F)(F)F 4-methyl-1-(4-nitro-2-(trifluoromethyl)benzyl)piperidine